CC1=CN=C(S1)C=1C=C(C(=O)N[C@H](C)C=2N=NC(=CC2)C(F)(F)F)C=C(C1)OC1CCOCC1 3-(5-methyl-1,3-thiazol-2-yl)-5-(tetrahydro-2H-pyran-4-yloxy)-N-{(1R)-1-[6-(trifluoromethyl)pyridazin-3-yl]ethyl}benzamide